FC1=C(C=CC(=C1)F)C(CC(C(=O)OCC)=O)=O ethyl 4-(2,4-difluorophenyl)-2,4-dioxobutyrate